[Si](C)(C)(C(C)(C)C)OC(C)(C)C1=CC(=NC(=C1F)C1=CC=C(C=C1)F)C(CN1N=NC(=C1)C=1C=C2C=CC=NC2=C(C1)OC)(C(F)(F)F)F 6-(1-(2-(4-(2-((tert-butyldimethylsilyl)oxy)propan-2-yl)-5-fluoro-6-(4-fluorophenyl)pyridin-2-yl)-2,3,3,3-tetrafluoropropyl)-1H-1,2,3-triazol-4-yl)-8-methoxyquinoline